[(3S)-1-(3-{[(1H-indol-6-yl)methyl]amino}pyrido[2,3-b]pyrazin-6-yl)piperidin-3-yl]methanol N1C=CC2=CC=C(C=C12)CNC1=CN=C2C(=N1)N=C(C=C2)N2C[C@H](CCC2)CO